3-[[4-[(2R)-2-Amino-4-methyl-pentoxy]-6-chloro-pyrimidin-2-yl]sulfamoyl]benzoic acid N[C@@H](COC1=NC(=NC(=C1)Cl)NS(=O)(=O)C=1C=C(C(=O)O)C=CC1)CC(C)C